(-)-cubenol C[C@@H]1CC[C@H]([C@H]2[C@]1(CCC(=C2)C)O)C(C)C